4-(2-(4-(5-chloro-2-(4-trifluoromethyl-1H-1,2,3-triazol-1-yl)phenyl)-5-methoxy-2-oxopyridin-1(2H)-yl)-2-fluoroacetamido)benzoic acid ClC=1C=CC(=C(C1)C1=CC(N(C=C1OC)C(C(=O)NC1=CC=C(C(=O)O)C=C1)F)=O)N1N=NC(=C1)C(F)(F)F